CC1=NC2=C(N1)C=CC(=C2)C(=O)N2CCC1(C(C1)CNC(=O)C1=CC=3C(=CN=CC3)O1)CC2 N-[[6-(2-methyl-1H-benzimidazole-5-carbonyl)-6-azaspiro[2.5]octan-2-yl]methyl]furo[2,3-c]pyridine-2-carboxamide